(S)-4-((2-fluorophenyl)ethynyl)-N-((tetrahydrofuran-3-yl)methyl)benzamide FC1=C(C=CC=C1)C#CC1=CC=C(C(=O)NC[C@H]2COCC2)C=C1